C1(=CC(=CC=C1)C[C@]12C(O[C@H](CC1)C2)=O)C2=CC=CC=C2 |o1:7,10| (1R*,4R*)-4-([1,1'-biphenyl]-3-ylmethyl)-2-oxabicyclo[2.2.1]heptan-3-one